NC1=NNC=2C1=NC(=CC2)C2=C(C=C(C=C2)S(=O)(=O)NCC2=CC=CC=C2)Cl 4-(3-amino-1H-pyrazolo[4,3-b]pyridin-5-yl)-N-benzyl-3-chlorobenzenesulfonamide